CN(C)CCC1=CC=C(C=C1)[N+](=O)[O-] N,N-dimethyl-2-(4-nitrophenyl)ethylamine